2-((R)-2-((R)-1-(2-(2,5-dichlorobenzamido)acetamido)-3-methylbutyl)-4-(2-methoxy-2-oxoethyl)-5-oxo-1,3,2-dioxaborolan-4-yl)acetic acid ClC1=C(C(=O)NCC(=O)N[C@@H](CC(C)C)B2OC([C@](O2)(CC(=O)OC)CC(=O)O)=O)C=C(C=C1)Cl